O=C(CC(=O)OC)CCC methyl 3-oxohexanoate